[Na+].C(CCCCCCCCCCC)NCCC(=O)[O-] N-dodecyl-beta-aminopropionic acid sodium salt